2-(1,2-oxazinan-2-yl)ethyl methanesulfonate CS(=O)(=O)OCCN1OCCCC1